OC1=CC=C(C=C1)C(C)(C)C1=CC=C(C=C1)C(C)(C1=CC=C(C=C1)O)C1=CC=C(C=C1)O [1-(4-hydroxyphenyl)isopropyl]-4-[1,1-bis(4-hydroxyphenyl)ethyl]benzene